2-ethyl-9-(isopropoxycarbonyloxy)anthracene C(C)C1=CC2=C(C3=CC=CC=C3C=C2C=C1)OC(=O)OC(C)C